4-(allylamino)-2-((2-methoxy-4-(morpholino-sulfonyl)phenyl)amino)-7H-pyrrolo[2,3-d]pyrimidine-5-carbonitrile C(C=C)NC=1C2=C(N=C(N1)NC1=C(C=C(C=C1)S(=O)(=O)C1CNCCO1)OC)NC=C2C#N